C(C)[C@]12N(C=3C(=NN=C(C3)C3=C(C(=CC=C3)F)OC)NC1)C[C@@H](C2)N (6aR,8R)-6a-ethyl-2-(3-fluoro-2-methoxyphenyl)-5,6,6a,7,8,9-hexahydropyrrolo-[1',2':4,5]pyrazino[2,3-c]pyridazin-8-amine